FC(C(C(F)(F)F)(O)C1=CC=C(C=C1)C1=CC=C(C=C1)CN1C[C@H](N(CC1)CC1=CC=NC=C1)CC(=O)OCC)(F)F ethyl (R)-2-(4-((4'-(1,1,1,3,3,3-hexafluoro-2-hydroxypropan-2-yl)-[1,1'-biphenyl]-4-yl)methyl)-1-(pyridin-4-ylmethyl)piperazin-2-yl)acetate